C(C=C)OC(CC)=O allylpropionate